(R)-2-(4-amino-8-(3-hydroxy-2,6-dimethylphenyl)pyrido[3,4-d]pyrimidin-6-yl)-1-morpholinoethan-1-one NC=1C2=C(N=CN1)C(=NC(=C2)CC(=O)N2CCOCC2)C2=C(C(=CC=C2C)O)C